4-{[2-({2-[(S)-1-hydroxyethyl]-1H-benzo[d]imidazol-6-yl}amino)quinazolin-8-yl]oxy}cyclohexanol O[C@@H](C)C1=NC2=C(N1)C=C(C=C2)NC2=NC1=C(C=CC=C1C=N2)OC2CCC(CC2)O